2-[3-[(7S)-6-(2-Chloro-3-methoxy-benzoyl)-2,7-dimethyl-5,7-dihydro-4H-pyrazolo[3,4-c]pyridin-3-yl]-5-fluoro-phenyl]acetamide ClC1=C(C(=O)N2[C@H](C=3C(CC2)=C(N(N3)C)C=3C=C(C=C(C3)F)CC(=O)N)C)C=CC=C1OC